C1(=CC=CC=C1)C1=C(N=C2N1C=CC=C2)C(=O)C2=CC=C(C=C2)Br (4-bromophenyl) (3-phenylimidazo[1,2-a]pyridin-2-yl) ketone